2-aminopropyl-1,4-butanediamine NC(CC(CCCN)N)C